1-(methoxy(methyl)amino)-1-oxo-3-(2-oxo-2,3-dihydro-1H-imidazol-1-yl)propan CON(C(CCN1C(NC=C1)=O)=O)C